C(C)OC(=O)C1(CC1)CN1C(N(C2=NC(=NC=C12)N)[C@@H]1O[C@@H](C[C@H]1OC(C)=O)COC(C)=O)=O Ethyl-1-((9-((2R,3R,5S)-3-acetoxy-5-(acetoxymethyl)tetrahydrofuran-2-yl)-2-amino-8-oxo-8,9-dihydro-7H-purin-7-yl)methyl)cyclopropan-1-carboxylat